methyl 3-ethyl-5-((5-methyl-4-(pentan-3-ylamino)pyrimidin-2-yl)amino)-2-(((trifluoromethyl)sulfonyl)oxy)benzoate C(C)C=1C(=C(C(=O)OC)C=C(C1)NC1=NC=C(C(=N1)NC(CC)CC)C)OS(=O)(=O)C(F)(F)F